NC1=NC=CC=C1C1=NC=2C(=NC(=CC2)N2N=CC=C2)N1C=1C=C2CCC(C2=CC1)N1CCN(CC1)C(C=C)=O 1-(4-{5-[2-(2-aminopyridin-3-yl)-5-(pyrazol-1-yl)imidazo[4,5-b]pyridin-3-yl]-2,3-dihydro-1H-inden-1-yl}piperazin-1-yl)prop-2-en-1-one